rhamnono-1,4-lactone C1([C@H](O)[C@H](O)[C@H]([C@@H](O)C)O1)=O